monooctyltin trilaurate C(CCCCCCCCCCC)(=O)[O-].C(CCCCCCCCCCC)(=O)[O-].C(CCCCCCCCCCC)(=O)[O-].C(CCCCCCC)[Sn+3]